BrC1=CC=C2C=C(C(=NC2=C1)C)NCCC(=O)O 3-((7-bromo-2-methylquinolin-3-yl)amino)propanoic acid